(2S,3S,4R,5R)-5-(2-(5-chloropyridin-3-yl)-6-(methylamino)-9H-purin-9-yl)-N-ethyl-3,4-dihydroxyltetrahydrothiophen-2-formamide ClC=1C=C(C=NC1)C1=NC(=C2N=CN(C2=N1)[C@H]1[C@@H]([C@@H]([C@H](S1)C(=O)NCC)O)O)NC